(S)-8-(diethylamino)-3-(1-hydroxypropan-2-yl)-6-(6-(trifluoromethyl)pyridin-3-yl)pyrido[3,4-d]pyrimidin-4(3H)-one C(C)N(C1=NC(=CC2=C1N=CN(C2=O)[C@H](CO)C)C=2C=NC(=CC2)C(F)(F)F)CC